BrC1=C(C2=C(NC3=C(C=C(C=C23)Cl)N(C(OC(C)(C)C)=O)C)N=C1)Cl tert-Butyl (3-bromo-4,6-dichloro-9H-pyrido[2,3-b]indol-8-yl)(methyl)carbamate